Benzyl((S)-1-(2-(3-amino-3-oxo-propyl)-2-((S)-2-chloro-2-fluoroacetyl)hydrazinyl)-3-cyclohexyl-1-oxo-propan-2-yl)carbamate C(C1=CC=CC=C1)OC(N[C@H](C(=O)NN(C([C@@H](F)Cl)=O)CCC(=O)N)CC1CCCCC1)=O